N-(3-(1H-Imidazol-1-yl)-5-methylphenyl)-6-bromoquinolin-4-amine N1(C=NC=C1)C=1C=C(C=C(C1)C)NC1=CC=NC2=CC=C(C=C12)Br